BrC1=C(C=CC=C1)CONC1=CC=CC(=C1)Cl (2-Bromophenyl)methoxyl-5-chloro-aniline